benzyl {(2R)-6-(benzyloxy)-8-fluoro-7-[1,1,4-trioxo(3,3-2H2)-1λ6,2,5-thiadiazolidin-2-yl]-1,2,3,4-tetrahydronaphthalen-2-yl}(3-methylbutyl)carbamate C(C1=CC=CC=C1)OC=1C=C2CC[C@H](CC2=C(C1N1S(NC(C1([2H])[2H])=O)(=O)=O)F)N(C(OCC1=CC=CC=C1)=O)CCC(C)C